7-((2-((2-(difluoromethoxy)-4-(4-methylpiperazin-1-yl)phenyl)amino)-5-methylpyrimidin-4-yl)amino)isoindolin-1-one FC(OC1=C(C=CC(=C1)N1CCN(CC1)C)NC1=NC=C(C(=N1)NC=1C=CC=C2CNC(C12)=O)C)F